1-((5-(1,6-dimethyl-1H-pyrazolo[3,4-b]pyridin-4-yl)-3-methyl-4,5,6,7-tetrahydro-1H-pyrazolo[4,3-c]pyridin-1-yl)methyl)-2-oxabicyclo[2.2.2]octan-4-amine CN1N=CC=2C1=NC(=CC2N2CC1=C(CC2)N(N=C1C)CC12OCC(CC1)(CC2)N)C